3-((1-methyl-1H-1,2,4-triazol-3-yl)methyl)1-(2,4,5-trifluorobenzyl)-1,3,5-triazine-2,4-dione CN1N=C(N=C1)CN1C(N(C=NC1=O)CC1=C(C=C(C(=C1)F)F)F)=O